N[C@@H]1C(CCC12CCN(CC2)C2=CC=CC(=N2)S(=O)(=O)NC2=NC(=C(C=C2)C(F)(F)F)C2=C(C=CC=C2)C)CO 6-((1R)-1-amino-2-(hydroxymethyl)-8-azaspiro[4.5]Decan-8-yl)-N-(6-(o-tolyl)-5-(trifluoromethyl)pyridin-2-yl)pyridine-2-sulfonamide